BrC=1C(=C(C=CC1)C=1N=C(C(=NC1)CNCC1CCC(CC1)C(=O)OC)OC)Cl methyl (1r,4r)-4-((((5-(3-bromo-2-chlorophenyl)-3-methoxypyrazin-2-yl)methyl)amino)methyl)cyclohexane-1-carboxylate